(S)-3-(1-(5-(4-phenyl-3,4-dihydro-1H-benzo[4,5]imidazo[2,1-c][1,4]oxazin-7-yl)pyrimidin-2-yl)piperidin-4-yl)propanoic acid C1(=CC=CC=C1)[C@@H]1N2C(COC1)=NC1=C2C=C(C=C1)C=1C=NC(=NC1)N1CCC(CC1)CCC(=O)O